ClC=1C(NN=CC1N1C[C@@H](CC1)OC1=NC=NC(=C1)C=1C(=NN(C1C)CC(C)(C)O)C)=O (R)-4-chloro-5-(3-((6-(1-(2-hydroxy-2-methylpropyl)-3,5-dimethyl-1H-pyrazol-4-yl)pyrimidin-4-yl)oxy)pyrrolidin-1-yl)pyridazin-3(2H)-one